Cl.CN(C=1SC2=C(N1)SC(=N2)C2=C(C=C(C=C2)C=2C=NN(C2)C([2H])([2H])[2H])O)C2CCNCC2 2-{5-[methyl(piperidin-4-yl)amino][1,3]thiazolo[5,4-d][1,3]thiazol-2-yl}-5-[1-(2H3)methyl-1H-pyrazol-4-yl]phenol hydrochloride